FC(C1=C(CC=2SC=C(N2)C(=O)N)C=CC=C1)(F)F (2-(trifluoromethyl)benzyl)thiazole-4-carboxamide